(2R)-2-{[(benzyloxy)carbonyl]amino}-3-{4-[(tert-butoxycarbonyl)(methyl)amino]naphthalen-2-yl}propanoic acid C(C1=CC=CC=C1)OC(=O)N[C@@H](C(=O)O)CC1=CC2=CC=CC=C2C(=C1)N(C)C(=O)OC(C)(C)C